O1C(=NN=C1)C=1C=C2CN(CC2=CC1)CC=1OC=C(C(C1)=O)OCC1CCN(CC1)S(=O)(=O)C 2-((5-(1,3,4-Oxadiazol-2-yl)isoindolin-2-yl)methyl)-5-(((methylsulfonyl)piperidin-4-yl)methoxy)-4H-pyran-4-one